N-(3-fluoro-4-(1-ethyl-6-(1-Boc-pyrazol-4-yl)-1H-indazol-5-yloxy)phenyl)-6-ethyl-2-oxo-1-(4-fluorophenyl)-1,2-dihydropyridine-3-carboxamide FC=1C=C(C=CC1OC=1C=C2C=NN(C2=CC1C=1C=NN(C1)C(=O)OC(C)(C)C)CC)NC(=O)C=1C(N(C(=CC1)CC)C1=CC=C(C=C1)F)=O